OC(C(=O)O)C[C@@H](C)[C@H]1CC[C@H]2[C@@H]3C(C([C@@H]4CCCC[C@]4(C)[C@H]3CC[C@]12C)=CC)=O hydroxy-6-ethylidene-7-keto-5β-cholanic acid